C(C=C)(=O)CO[Si](OC)(OC)CCO acryloylhydroxyethyl-trimethoxysilane